FC1=C(C(=C(C(=C1F)F)F)F)[B-](C1=C(C(=C(C(=C1F)F)F)F)F)(C1=C(C(=C(C(=C1F)F)F)F)F)C1=C(C(=C(C(=C1F)F)F)F)F.C[NH+](CCCCCCCCCCCCCC)CCCCCCCCCCCCCC N-methyl-N,N-di-tetradecylammonium [tetrakis(perfluorophenyl) borate]